2-(3,5-bis-trifluoromethyl-phenyl)-N-[4-(2-chloro-phenyl)-6-(2-hydroxy-ethoxy)-pyridin-3-yl]-N-methyl-isobutyramide FC(C=1C=C(C=C(C1)C(F)(F)F)C(C(=O)N(C)C=1C=NC(=CC1C1=C(C=CC=C1)Cl)OCCO)(C)C)(F)F